BrC1=CC2=C(C(=CO2)C2C(NC(CC2)=O)=O)C(=C1)F 3-(6-bromo-4-fluoro-benzofuran-3-yl)piperidine-2,6-dione